(2-methylphenylaminomethyl)-16-oxo-androst-5-en-3beta-ol CC1=C(C=CC=C1)NCC[C@@]12CC(C[C@H]1[C@@H]1CC=C3C[C@H](CC[C@]3(C)[C@H]1CC2)O)=O